N-acetyl-glycyl-glycine (2-octyldodecyl) amide C(CCCCCCC)C(CNC(CNC(CNC(C)=O)=O)=O)CCCCCCCCCC